ClC=1C(=C(C=C(C1F)C=O)S(=O)(=O)NC1=C(C=C(C(=C1)C1=C(C=C(C=C1)F)C=C)F)OC)OC 3-chloro-4-fluoro-N-[4-fluoro-5-(4-fluoro-2-vinyl-phenyl)-2-methoxy-phenyl]-5-formyl-2-methoxy-benzenesulfonamide